CS(=O)(=O)C[C@H](C(=O)N[C@@H](CCCC1=CC=CC=C1)B(O)O)NC(=O)C1=NC=CN=C1 ((R)-1-((S)-3-(methylsulfonyl)-2-(pyrazine-2-carboxamido)propanamido)-4-phenylbutyl)boronic acid